C(C)(C)C1=C(SC=C1)C(=O)N 3-isopropylthiophene-2-carboxamide